tert-Butyl 2-methyl-4-oxo-3,4-dihydropyridine-1(2H)-carboxylate CC1N(C=CC(C1)=O)C(=O)OC(C)(C)C